C(C)/C(=C(/C(=O)[O-])\CC)/C(=O)[O-] Diethylmaleat